C(CCCCCCCCCCC)C(CC(=S)O)(CCCCCCCCCCCC)CCCCCCCCCCCC.C(O)C(C)(CO)CO Trimethylolethane trilauryl-thiopropionate